C1(CC1)C1CN(CCO1)C=1N=C(C2=C(N1)C(N(C2)C(C)C)=O)NC2=CC=C(C=C2)C2=CC=C(C=C2)OCCCCCC#C 2-(2-cyclopropylmorpholin-4-yl)-4-({4'-[(hept-6-yn-1-yl)oxy][1,1'-biphenyl]-4-yl}amino)-6-(prop-2-yl)-5,6-dihydro-7H-pyrrolo[3,4-d]pyrimidin-7-one